8-(6-(3,3-difluoroazetidin-1-yl)pyridin-3-yl)-3-methyl-6-oxo-3,4-dihydro-2H,6H-pyrimido[2,1-b][1,3]thiazine-7-carbonitrile FC1(CN(C1)C1=CC=C(C=N1)C=1N=C2SCC(CN2C(C1C#N)=O)C)F